C(C)(C)(C)C1=CC=C(C=C1)B(O)O 4-(t-butyl)benzeneboronic acid